CC(C1=CC=C(C=C1)C(=C)C)(C)N=C=O dimethyl-4-isopropenyl-benzyl isocyanate